(6-(8-amino-6-(4-fluorophenyl)tetrazolo[1,5-a]pyrazin-5-yl)imidazo[1,2-a]pyridin-3-yl)methanol NC=1C=2N(C(=C(N1)C1=CC=C(C=C1)F)C=1C=CC=3N(C1)C(=CN3)CO)N=NN2